C1(CC1)COCC1=C(C(=CC=C1)C1=CC=CC=C1)S(=O)(=O)NC1=NOC(=C1C)C ((cyclopropylmethoxy)methyl)-N-(4,5-dimethylisoxazol-3-yl)-[1,1'-biphenyl]-2-sulfonamide